4-(3-hydroxy-3-methyl-butoxy)-phenylboronic acid OC(CCOC1=CC=C(C=C1)B(O)O)(C)C